propenyl-guaiacolEtriol C(=CC)C1=C(C(=C(C(=C1OC)O)O)O)O